Ethyl-3-cyclopropyl-3-oxopropionate C(C)OC(CC(=O)C1CC1)=O